CN1C(N(C2=C1C=C(C=C2)C2CCN(CC2)CC(N2CCNCC2)=O)C2C(NC(CC2)=O)=O)=O 3-(3-methyl-2-oxo-5-(1-(2-oxo-2-(piperazin-1-yl)ethyl)piperidin-4-yl)-2,3-dihydro-1H-benzo[d]imidazol-1-yl)piperidine-2,6-dione